6-((1s,4s)-4-(3-chloro-2-(trifluoromethyl)pyridin-4-yl)cyclohexyl)-2-thia-6-azaspiro[3.4]octane 2,2-dioxide ClC=1C(=NC=CC1C1CCC(CC1)N1CC2(CS(C2)(=O)=O)CC1)C(F)(F)F